C(C)OC(C)OC=1C=C(C=CC1)[Si](OC)(OC)OC (3-(1-ethoxyethoxy)phenyl)trimethoxysilane